BrC=1C(N2CCCC2=CC1)=O 6-bromo-2,3-dihydroindolizin-5(1H)-one